tert-butyl (R)-2-((2-methoxy-2-oxoacetamido)methyl)pyrrolidine-1-carboxylate COC(C(=O)NC[C@@H]1N(CCC1)C(=O)OC(C)(C)C)=O